zinc-calcium carbonate C([O-])([O-])=O.[Ca+2].[Zn+2].C([O-])([O-])=O